ClC=1C(=C2C(=CN1)NC(=C2)C(=O)NC2CC[Si]1(CC2)CCCCC1)F 5-chloro-4-fluoro-N-(6-silaspiro[5.5]undecan-3-yl)-1H-pyrrolo[2,3-c]pyridine-2-carboxamide